C(C)(C)(C)OC(=O)N1CCC(CC1)N1C[C@@H](CCC1)NC1=CC(=C(C=C1)Cl)C(N(C)C)=O (R)-tert-butyl-3-(4-chloro-3-(dimethylcarbamoyl)phenylamino)-1,4'-bipiperidine-1'-carboxylate